FC1=C(C=CC=C1)S(=O)(C)=NCC=1C=NN(C1)C1=CC=C(C#N)C=C1 4-(4-((((2-fluorophenyl)(methyl)(oxo)-λ6-sulfanylidene)amino)methyl)-1H-pyrazol-1-yl)benzonitrile